The molecule is an amino disaccharide consisting of N-acetylgalactosamine having an alpha-D-galactosyl residue at the 3-position It is an amino disaccharide and a D-Galp-(1->3)-D-GalpNAc. CC(=O)N[C@@H]1[C@H]([C@H]([C@H](OC1O)CO)O)O[C@@H]2[C@@H]([C@H]([C@H]([C@H](O2)CO)O)O)O